3-(1-Oxo-4-{4-[4-(2,2,2-trifluoroethanesulfonyl)-piperazin-1-ylmethyl]-benzyloxy}-1,3-dihydro-isoindol-2-yl)-piperidine-2,6-dione O=C1N(CC2=C(C=CC=C12)OCC1=CC=C(C=C1)CN1CCN(CC1)S(=O)(=O)CC(F)(F)F)C1C(NC(CC1)=O)=O